N1=C(N=CC=2NC=3N(C12)CCN3)N 7,8-dihydro-5H-imidazo[1,2-e]Purine-2-amine